N(=[N+]=[N-])C(CCN1C(C2=CC=CC=C2C1=O)=O)CC(F)(F)F 2-(3-azido-5,5,5-trifluoro-n-pentyl)isoindoline-1,3-dione